C(C1=CC=CC=C1)N(CCOC[13C](=O)O)CC1=CC=CC=C1 2-[2-(dibenzylamino)ethoxy]acetic acid-13C